2-((2S)-4-(2'-chloro-6'-oxo-3,4,5',8'-tetrahydro-2H,6'H-spiro[naphthalene-1,7'-pyrido[3,2-d]pyrimidin]-4'-yl)piperazin-2-yl)acetonitrile ClC=1N=C(C2=C(N1)CC1(C(N2)=O)CCCC2=CC=CC=C21)N2C[C@@H](NCC2)CC#N